4-cyclopropoxy-5-(piperidin-4-yl)pyridin-2-amine dihydrochloride Cl.Cl.C1(CC1)OC1=CC(=NC=C1C1CCNCC1)N